C1N(CC=2C=NC=CC21)CCOC2=CC=C(C=C2)CCN 2-(4-(2-(1H-pyrrolo[3,4-c]pyridin-2(3H)-yl)ethoxy)phenyl)ethylamine